C(C)(C)(C)OC(=O)N1[C@@H](CCC(C1)OC1=CC=C(C=C1)C(F)(F)F)COC(F)F.NC=1[Se]C=CC1 2-aminoselenophene tert-butyl-(2S,4S)-2-((difluoromethoxy)methyl)-5-(4-(trifluoromethyl)phenoxy)piperidine-1-carboxylate